2,6-bis[(4S)-4-phenyl-2-oxazolinyl]Pyridine C1[C@@H](N=C(O1)C2=NC(=CC=C2)C3=N[C@H](CO3)C4=CC=CC=C4)C5=CC=CC=C5